FC1(CN(C1)C(=O)NCC(=O)N1[C@@H](C[C@H](C1)F)C(=O)N[C@@H](C1=CC=CC=C1)C1=NC=C(C=C1)C1CC(C1)(F)F)F (2S,4R)-1-{2-[(3,3-difluoroazetidine-1-carbonyl)amino]acetyl}-N-[(S)-[5-(3,3-difluorocyclobutyl)pyridin-2-yl](phenyl)methyl]-4-fluoropyrrolidine-2-carboxamide